(1s,4s)-4-(8-(2,6-difluoro-4-methylphenylamino)-2-(tetrahydro-2H-pyran-4-ylamino)-9H-purin-9-yl)cyclohexanecarboxamide FC1=C(C(=CC(=C1)C)F)NC=1N(C2=NC(=NC=C2N1)NC1CCOCC1)C1CCC(CC1)C(=O)N